7-(diethylamino)-N-((1-(2,6-dioxopiperidin-3-yl)-3-methyl-2-oxo-2,3-dihydro-1H-benzo[d]imidazol-4-yl)methyl)heptanamide C(C)N(CCCCCCC(=O)NCC1=CC=CC=2N(C(N(C21)C)=O)C2C(NC(CC2)=O)=O)CC